COC=1C=C(C=CC1C)NC(=O)C1CCC(CC1)N1C(C2=CC(=CC(=C2C1)C)[N+](=O)[O-])=O (1s,4s)-N-(3-methoxy-4-methylphenyl)-4-(4-methyl-6-nitro-1-oxoisoindolin-2-yl)cyclohexanecarboxamide